(R)-2-(5-chloro-3-(trifluoromethyl)-1H-pyrazol-1-yl)-N-(5-fluoro-6-(4-(3-methylmorpholin-3-yl)-1H-imidazol-1-yl)pyridin-3-yl)acetamide ClC1=CC(=NN1CC(=O)NC=1C=NC(=C(C1)F)N1C=NC(=C1)[C@]1(NCCOC1)C)C(F)(F)F